(R)-2-amino-2-(2-fluoro-4-(1H-1,2,4-triazol-5-yl) phenyl)-4,4-dimethylpentanoate N[C@](C(=O)[O-])(CC(C)(C)C)C1=C(C=C(C=C1)C1=NC=NN1)F